6-(cyclopropanecarboxamido)-N-methyl-4-((2-methyl-4H-benzo[b][1,2,4]triazolo[1,5-d][1,4]oxazin-6-yl)amino)pyridazine-3-carboxamide C1(CC1)C(=O)NC1=CC(=C(N=N1)C(=O)NC)NC1=CC=CC2=C1OCC=1N2N=C(N1)C